S1C=NC=2NC=3C=CC(=CC3C21)C(=O)O [1,3]Thiazolo[4,5-b]Indole-7-carboxylic acid